NC(=O)NC(C(=O)O)CO 2-[(AMINOCARBONYL)AMINO]-3-HYDROXYPROPANOIC ACID